rac-4-[2-(2,2,2-trifluoroethoxy)phenyl]-2-[6-(2,2,2-trifluoro-1-hydroxyethyl)pyridin-3-yl]-2,3-dihydro-1H-pyrrolo[3,4-c]pyridin-1-one FC(COC1=C(C=CC=C1)C1=NC=CC2=C1CN(C2=O)C=2C=NC(=CC2)[C@H](C(F)(F)F)O)(F)F |r|